(S)-3-(1-(5-cyanopyridin-3-yl)pyrrolidin-3-yl)-4-methyl-N-(5-(trifluoromethyl)pyridin-3-yl)benzamide C(#N)C=1C=C(C=NC1)N1C[C@@H](CC1)C=1C=C(C(=O)NC=2C=NC=C(C2)C(F)(F)F)C=CC1C